methyl 2-(4-{3-chloro-4-[(3,5-difluoropyridin-2-yl)methoxy]-3',6-dimethyl-2-oxo-[1,4'-bipyridin]-2'-yl}pyrimidin-2-yl)-2-methylpropanoate ClC=1C(N(C(=CC1OCC1=NC=C(C=C1F)F)C)C1=C(C(=NC=C1)C1=NC(=NC=C1)C(C(=O)OC)(C)C)C)=O